C(C)(C)SC1=CC=C(C=C1)C1(CN(C1)C=1C=2N(C=CC1)N=C(N2)NC=2C=NN(C2)CC(=O)N2CCN(CC2)C)CC#N 2-[3-(4-isopropylsulfanylphenyl)-1-[2-[[1-[2-(4-methylpiperazin-1-yl)-2-oxo-ethyl]pyrazol-4-yl]amino]-[1,2,4]triazolo[1,5-a]pyridin-8-yl]azetidin-3-yl]acetonitrile